furo[2,3-c]pyridine-5-carboxamide O1C=CC=2C1=CN=C(C2)C(=O)N